COC1=CC=C(C=C1)CN1CCN(CC1)CCS(=O)(=O)NC1=CC=CC2=CC=CC=C12 2-{4-[(4-methoxyphenyl)methyl]piperazin-1-yl}-N-(naphthalen-1-yl)ethanesulfonamide